NC1=NC=NN2C1=C(C=C2C=2C=C(C(=NC2)C)C(=O)NC=2C=NN(C2)CC(F)(F)F)C(F)(F)F 5-[4-amino-5-(trifluoromethyl)pyrrolo[2,1-f][1,2,4]triazin-7-yl]-2-methyl-N-[1-(2,2,2-trifluoroethyl)-1H-pyrazol-4-yl]pyridine-3-carboxamide